ClC=1C=C(C(=C(C1)C1=NN(C=C1C1=NC(=NC=C1)NC[C@H](C)NC(OC)=O)C1OCCCC1)F)NS(=O)(=O)C methyl (2S)-1-(4-(3-(5-chloro-2-fluoro-3-(methylsulfonamido)phenyl)-1-(tetrahydro-2H-pyran-2-yl)-1H-pyrazol-4-yl)pyrimidin-2-ylamino)propan-2-ylcarbamate